BrC1=C(C#N)C=CC(=N1)CBr 2-bromo-6-(bromomethyl)nicotinonitrile